CC1C=CNN1CC(C)(C)C 5-methyl-N-neopentyl-pyrazoline